(1-butoxy(propan-2-yl)oxy)-propan-2-amine C(CCC)OCC(C)OCC(C)N